2-azaspiro[3.3]heptane-6-methylamine trifluoroacetate salt FC(C(=O)O)(F)F.C1NCC12CC(C2)CN